4-methoxy-5-(1-methyl-1H-benzo[d][1,2,3]triazol-6-yl)-N-(1,4-dioxaspiro[4.5]decan-8-yl)-7H-pyrrolo[2,3-d]pyrimidin-2-amine COC=1C2=C(N=C(N1)NC1CCC3(OCCO3)CC1)NC=C2C=2C=CC1=C(N(N=N1)C)C2